CC1=C(C(=O)NC=2SC=C(N2)C2=CC=CC=C2)C=C(C=C1)S(NC1=CC(=CC=C1)C)(=O)=O 2-methyl-5-(N-(3-methylphenyl)sulfamoyl)-N-(4-phenylthiazol-2-yl)benzamide